BrC1=C(C=C(C=C1)C1(CC1)N)C 1-(4-bromo-3-methylphenyl)cyclopropan-1-amine